FC(C1=NN=C(S1)C1=NC(=C2N1C=C(C=C2N2CC(NCC2)COC)S(=O)(=O)NC2(COC2)C)[2H])F 3-(5-(difluoromethyl)-1,3,4-thiadiazol-2-yl)-8-(3-(methoxymethyl)piperazin-1-yl)-N-(3-methyloxetan-3-yl)imidazo[1,5-a]pyridine-6-sulfonamide-1-d